(S)-2-((((9H-fluoren-9-yl)methoxy)carbonyl)amino)-3-(4-(azidomethyl)phenyl)propanoic acid C1=CC=CC=2C3=CC=CC=C3C(C12)COC(=O)N[C@H](C(=O)O)CC1=CC=C(C=C1)CN=[N+]=[N-]